(S)-4-(4-(5-chloro-7-((1,1,1-trifluoropropan-2-yl)amino)-[1,2,4]Triazolo[1,5-a]Pyrimidin-6-yl)-3,5-difluorophenyl)but-3-yn-1-ol ClC1=NC=2N(C(=C1C1=C(C=C(C=C1F)C#CCCO)F)N[C@H](C(F)(F)F)C)N=CN2